N1=CC=C(C=C1)C=1C=C(N)C=C(C1)C1=CC=NC=C1 3,5-di-4-pyridylaniline